2-(2-methylphenyl)oxirane CC1=C(C=CC=C1)C1OC1